4-(7-fluoroimidazo[1,2-a]pyridin-3-yl)-7-[[5-[(3R)-3-(1-hydroxy-1-methyl-ethyl)-1-piperidyl]-2-pyridyl]amino]isoindolin-1-one FC1=CC=2N(C=C1)C(=CN2)C2=C1CNC(C1=C(C=C2)NC2=NC=C(C=C2)N2C[C@@H](CCC2)C(C)(C)O)=O